O(S(=O)(=O)C(F)(F)F)C1=CC2=C(C(=CC(O2)=O)CN2CCOCC2)C=C1 4-(morpholin-4-ylmethyl)-2-oxo-2H-benzopyran-7-yl triflate